N(=[N+]=[N-])[C@H]1CO[C@H](C2=CC(=CC=C12)C(F)(F)F)C cis-4-azido-1-methyl-7-(trifluoromethyl)isochromane